methyl (E)-4-[2-[3-[2-[[(1R)-1-(3,4-dimethoxyphenyl)ethyl]carbamoyl]phenyl]propanoyl]hydrazino]-4-oxo-but-2-enoate COC=1C=C(C=CC1OC)[C@@H](C)NC(=O)C1=C(C=CC=C1)CCC(=O)NNC(/C=C/C(=O)OC)=O